5-(4-fluorophenyl)-2-[6-(trifluoromethyl)pyridin-2-yl]-octahydrocyclopenta[c]pyrrol-5-ol FC1=CC=C(C=C1)C1(CC2C(CN(C2)C2=NC(=CC=C2)C(F)(F)F)C1)O